C(C)N1C(N(C2=NC(=NC=C12)NC1=CC(=C(C(=O)N)C=C1C)F)[C@H]1COCC1)=O (R)-4-((7-Ethyl-8-oxo-9-(tetrahydrofuran-3-yl)-8,9-dihydro-7H-purin-2-yl)amino)-2-fluoro-5-methylbenzamide